2-bromo-4-(3,3-dimethylpyrrolidin-1-yl)pyrazolo[1,5-a]pyrazine BrC1=NN2C(C(=NC=C2)N2CC(CC2)(C)C)=C1